C1=CC(=CC=C1OC(F)F)I 4-(difluoromethoxy)iodobenzene